N1(C=NC=C1)C1=CC2=C(C3=C(S(N2CCC)(=O)=O)C=NC(=N3)NC3=CC=C(C=C3)N3CCN(CC3)C)C=C1 8-(1H-imidazol-1-yl)-N-[4-(4-methylpiperazin-1-yl)phenyl]-6-propyl-6H-pyrimido[5,4-c][2,1]benzothiazin-2-amine 5,5-dioxide